COC(C1=C(C=C(C(=C1)OCCCNC(CC1=CC=C(C=C1)F)=O)OC)N)=O 2-amino-5-(3-(2-(4-fluorophenyl)acetamido)propoxy)-4-methoxybenzoic acid methyl ester